C1(=C(C(=CC=C1)C(=O)N)C(=O)N)C(=O)N benzenetricarboxamide